CN(CC(=O)O)CC L-N-methylethylglycine